1,3-bis(3-methyl-2-butenyloxy)-2-methacryloyloxypropane CC(=CCOCC(COCC=C(C)C)OC(C(=C)C)=O)C